N-(2,4-dimethyl-1-phenylpentan-2-yl)-1H-pyrrolo[2,3-b]pyridine-5-carboxamide CC(CC1=CC=CC=C1)(CC(C)C)NC(=O)C=1C=C2C(=NC1)NC=C2